ClC1=CC=C(C(=N1)I)N 6-chloro-2-iodo-pyridin-3-amine